2,2'-bisazidostilbene N(=[N+]=[N-])C1=C(C=CC=C1)C=CC1=C(C=CC=C1)N=[N+]=[N-]